mono(2-acryloyloxyethyl) phthalate C(C=1C(C(=O)[O-])=CC=CC1)(=O)OCCOC(C=C)=O